2-{4-amino-1-ethyl-1H-pyrazolo[3,4-d]pyrimidin-3-yl}-3-chloro-N-methyl-1H-indole-6-carboxamide NC1=C2C(=NC=N1)N(N=C2C=2NC1=CC(=CC=C1C2Cl)C(=O)NC)CC